[Ti].[Li] Lithium-Titanium